methyl 4-amino-1-(4-aminophenyl)-7-hydroxy-2-oxo-1,2-dihydro-1,8-naphthyridine-3-carboxylate NC1=C(C(N(C2=NC(=CC=C12)O)C1=CC=C(C=C1)N)=O)C(=O)OC